3-Hydroxytetradecanoic acid OC(CC(=O)O)CCCCCCCCCCC